2,4,5-trichlorophenoxyacetate copper [Cu+2].ClC1=C(OCC(=O)[O-])C=C(C(=C1)Cl)Cl.ClC1=C(OCC(=O)[O-])C=C(C(=C1)Cl)Cl